N-[4-Amino-6-(diethoxyphosphinooxymethyl)-2-pteridinyl](S)-2-{(2S,3R,4S,5R,6R)-3,4,5-tris(allyloxy)-6-[(allyloxy)methyl]tetrahydro-2H-pyran-2-yloxy}-4-methylvaleramide NC1=NC(=NC2=NC=C(N=C12)COP(OCC)OCC)NC([C@H](CC(C)C)O[C@@H]1O[C@@H]([C@H]([C@@H]([C@H]1OCC=C)OCC=C)OCC=C)COCC=C)=O